1-(4-(2-(5-fluoro-2-(3-((methylamino)methyl)imidazo[1,2-a]pyridin-6-yl)phenoxy)ethyl)-1,5-dimethyl-1H-pyrazol-3-yl)ethan-1-one FC=1C=CC(=C(OCCC=2C(=NN(C2C)C)C(C)=O)C1)C=1C=CC=2N(C1)C(=CN2)CNC